N-[3-[1-(4,5-dimethyl-1-[[2-(trimethylsilyl)ethoxy]methyl]imidazol-2-yl)imidazo[1,5-a]pyridin-6-yl]-2,4-difluorophenyl]-5-fluoro-2-methylpyridine-3-sulfonamide CC=1N=C(N(C1C)COCC[Si](C)(C)C)C=1N=CN2C1C=CC(=C2)C=2C(=C(C=CC2F)NS(=O)(=O)C=2C(=NC=C(C2)F)C)F